2-(3-(carboxymethyl)-2,5-dihydroxybenzoylamino)isonicotinic acid C(=O)(O)CC=1C(=C(C(=O)NC=2C=C(C(=O)O)C=CN2)C=C(C1)O)O